O(C1[C@H](O)[C@@H](O)[C@H](O)[C@H](O1)CO)C1[C@H](O)[C@@H](O)[C@@H](O)[C@H](O1)CO Galactopyranosyl-(1→4) α,β-D-Glucopyranoside